5-(4-((8-fluoro-5-methoxy-3-methyl-2,4-dioxo-1,2,3,4-tetrahydroquinazolin-7-yl)methyl)piperazin-1-yl)-N,6-dimethylpicolinamide FC=1C(=CC(=C2C(N(C(NC12)=O)C)=O)OC)CN1CCN(CC1)C=1C=CC(=NC1C)C(=O)NC